N-(4-chloro-2,6-diisopropylphenylcarbamoyl)-4-(2-hydroxypropan-2-yl)benzenesulfonamide ClC1=CC(=C(C(=C1)C(C)C)NC(=O)NS(=O)(=O)C1=CC=C(C=C1)C(C)(C)O)C(C)C